CN1N=CC=2C(=NC=CC21)N[C@H]2CC[C@H](CC2)NC(OC(C)(C)C)=O tert-butyl (cis-4-((1-methyl-1H-pyrazolo[4,3-c]pyridin-4-yl)amino)cyclohexyl)carbamate